N5-[2-(9-azabicyclo[3.3.1]nonan-9-yl)-3-chloro-phenyl]-N2,N2-dimethyl-thiophene-2,5-disulfonamide C12CCCC(CCC1)N2C2=C(C=CC=C2Cl)NS(=O)(=O)C2=CC=C(S2)S(=O)(=O)N(C)C